amino-[1,1':4',1''-terphenyl]-4,4''-dicarboxylic acid NC1=C(C=CC(=C1)C(=O)O)C1=CC=C(C=C1)C1=CC=C(C=C1)C(=O)O